C1(CC1)C=1SC2=C(N(C(N=C2N(C)C)=O)C2=CC(=CC=C2)COC2=CC=C(C=C2)F)N1 2-cyclopropyl-7-(dimethylamino)-4-[3-(4-fluorophenoxymethyl)phenyl]-[1,3]thiazolo[4,5-d]pyrimidin-5-one